iridium (I) bis(ethylene) chloride [Cl-].C=C.C=C.[Ir+]